((2R,5R)-2-(difluoromethyl)-5-methylpiperazin-1-yl)-4-methyl-2-(tetrahydro-2H-pyran-2-yl)-2,4-dihydro-5H-pyrazolo[4,3-b]pyridin-5-one FC([C@@H]1N(C[C@H](NC1)C)C=1N(N=C2C1N(C(C=C2)=O)C)C2OCCCC2)F